(fluoro(3-(hydroxymethyl)phenyl)methyl)piperidine-1-carboxylic acid tert-butyl ester C(C)(C)(C)OC(=O)N1C(CCCC1)C(C1=CC(=CC=C1)CO)F